2-((2-(4-cyanophenyl)propyl)amino)-N-(5-(1-(2-(methylamino)-2-oxoethyl)-1H-pyrazol-4-yl)pyridin-2-yl)-2-phenylacetamide C(#N)C1=CC=C(C=C1)C(CNC(C(=O)NC1=NC=C(C=C1)C=1C=NN(C1)CC(=O)NC)C1=CC=CC=C1)C